C(C=C)N(C1=C(C(=C(C=C1)[N+](=O)[O-])N)F)CC1=CC(=CC=C1)C(F)(F)F N1-allyl-2-fluoro-4-nitro-N1-(3-(trifluoromethyl)benzyl)benzene-1,3-diamine